5-amino-2,4,6-triiodo-isophthalate NC=1C(=C(C(=C(C(=O)[O-])C1I)I)C(=O)[O-])I